6-amino-7-fluoro-2-methyl-4-(prop-2-yn-1-yl)-2H-benzo[b][1,4]oxazin-3(4H)-one NC1=CC2=C(OC(C(N2CC#C)=O)C)C=C1F